diacetoxydimethyl-silane C(C)(=O)O[Si](C)(C)OC(C)=O